2-(morpholin-4-yl)-8-(trifluoromethyl)-N-[(1-{[2-(trimethylsilyl)ethoxy]methyl}-1H-benzimidazol-2-yl)methyl]pyrazolo[1,5-a][1,3,5]triazin-4-amine N1(CCOCC1)C1=NC=2N(C(=N1)NCC1=NC3=C(N1COCC[Si](C)(C)C)C=CC=C3)N=CC2C(F)(F)F